NC1=NC=CC=2N1C(=NC2C2CN(CCC2)C(C=C)=O)C2=NC=C(C=C2)OC2=NC=CC(=C2)C2CC2 1-(3-(5-amino-3-(5-((4-cyclopropylpyridin-2-yl)oxy)pyridin-2-yl)imidazo[1,5-c]pyrimidin-1-yl)piperidin-1-yl)prop-2-en-1-one